(Z)-N-(1-(phenylsulfonyl)-5-(4-(4-(trifluoromethyl)phenyl)buta-1,3-dien-2-yl)-1H-indol-3-yl)cyclobutanecarboxamide C1(=CC=CC=C1)S(=O)(=O)N1C=C(C2=CC(=CC=C12)C(=C)\C=C/C1=CC=C(C=C1)C(F)(F)F)NC(=O)C1CCC1